rac-4-[4-benzyloxy-6-(4-tert-butyl-5-chloro-2-methyl-phenyl)-2-methyl-3-pyridyl]oxazolidin-2-one C(C1=CC=CC=C1)OC1=C(C(=NC(=C1)C1=C(C=C(C(=C1)Cl)C(C)(C)C)C)C)[C@H]1NC(OC1)=O |r|